1-(1,3-Benzodioxol-5-ylmethyl)guanidine hydrochloride Cl.O1COC2=C1C=CC(=C2)CNC(=N)N